P(OC=C1CCN(CCC1)C1=NC=NC2=CC(=C(C=C12)OC)OC)([O-])=O ((1-(6,7-dimethoxyquinazolin-4-yl) azepan-4-ylidene) methyl) phosphonate